C(C1=CC=CC=C1)O[C@H]1[C@@H]([C@@H](O[C@]1(C)COCC1=CC=CC=C1)N1C(N=C(C=C1)NC(C1=CC=CC=C1)=O)=O)O N-(1-((2R,3S,4S,5R)-4-(benzyloxy)-5-((benzyloxy)methyl)-3-hydroxy-5-methyltetrahydrofuran-2-yl)-2-oxo-1,2-dihydropyrimidin-4-yl)benzamide